CNC(=O)C=1NC(=CC1O[C@@H](C)C1=CC=CC=C1)C(=O)NC1COC1 (S)-N2-methyl-N5-(oxetan-3-yl)-3-(1-phenylethoxy)-1H-pyrrole-2,5-dicarboxamide